C1(=CC=CC=C1)N1C(CSCC1=O)=O 4-phenyl-thiomorpholine-3,5-dione